3-(3,4-Difluoro-2-methoxyphenyl)-4,5-dimethyl-N-(2-(2-methyl-2H-tetrazol-5-yl)pyridin-4-yl)-5-(trifluoromethyl)tetrahydrofuran-2-carboxamide FC=1C(=C(C=CC1F)C1C(OC(C1C)(C(F)(F)F)C)C(=O)NC1=CC(=NC=C1)C=1N=NN(N1)C)OC